N-(4-(2-chloroacetyl)phenyl)acetamide ClCC(=O)C1=CC=C(C=C1)NC(C)=O